N1=C(C(=NC=C1)C#N)C#N Pyrazine-2,3-dicarbonitrile